C(C1=CC=CC=C1)OC1=CC(=CC=2CCOC21)CNC(C)C N-((7-(benzyloxy)-2,3-dihydrobenzofuran-5-yl)methyl)propan-2-amine